C1(CC1)C#CC(C=1N=NN(N1)C)N1CCNCC1 1-(3-cyclopropyl-1-(2-methyl-2H-tetrazol-5-yl)prop-2-yn-1-yl)piperazine